N1N=NC2=C1C=CC=C2.F[B-](F)(F)F tetrafluoroborate-benzotriazole